N[Si](OCCC)(OCCC)CC1=CC=CC=C1 aminophenylmethyldipropoxysilane